CCCCCCCCCCCCCCCCCCCCC(C(=O)SCCNC(=O)CCNC(=O)[C@@H](C(C)(C)COP(=O)(O)OP(=O)(O)OC[C@@H]1[C@H]([C@H]([C@@H](O1)N2C=NC3=C(N=CN=C32)N)O)OP(=O)(O)O)O)O The molecule is a hydroxy fatty-acyl-CoA that results from the formal condensation of the thiol group of coenzyme A with the carboxy group of 2-hydroxybehenic acid. It is a hydroxy fatty acyl-CoA, a long-chain fatty acyl-CoA and an 11,12-saturated fatty acyl-CoA. It is a conjugate acid of a 2-hydroxybehenoyl-CoA(4-).